tert-butyl (R)-3-((7-(8-chloronaphthalen-1-yl)-2-((tetrahydro-1H-pyrrolizin-7a(5H)-yl)methoxy)-5,6,7,8-tetrahydropyrido[3,4-d]pyrimidin-4-yl)(methyl)amino)pyrrolidine-1-carboxylate ClC=1C=CC=C2C=CC=C(C12)N1CC=2N=C(N=C(C2CC1)N([C@H]1CN(CC1)C(=O)OC(C)(C)C)C)OCC12CCCN2CCC1